(3-Methyloxetan-3-yl)methyl citronellate C(CC(C)CCC=C(C)C)(=O)OCC1(COC1)C